COC(=O)C=1[C@H]2CC[C@@H](C1)C2 (1S,4R)-2-norBornylene-2-carboxylic acid methyl ester